3-Amino-7-chloro-8-(2-fluoro-6-methoxyphenyl)-N-propylimidazo[1,2-a]pyridine-2-carboxamide NC1=C(N=C2N1C=CC(=C2C2=C(C=CC=C2OC)F)Cl)C(=O)NCCC